C(=O)(OC(C)(C)C)N[C@H]([C@H]1CO1)CC1=CC=CC=C1 (2S,3S)-N-BOC-3-amino-1,2-epoxy-4-phenylbutane